L-isoleucyl-D-prolinamide N[C@@H]([C@@H](C)CC)C(=O)N1[C@H](CCC1)C(=O)N